C1(CCCC1)C1=NNC(=C1)NC1=CC(=NC(=N1)C=1C=NC=CC1)N1CC2(CC1)CC(CCC2)C(=O)NC 2-(6-((3-cyclopentyl-1H-pyrazol-5-yl)amino)-2-(pyridin-3-yl)pyrimidin-4-yl)-N-methyl-2-azaspiro[4.5]decane-7-carboxamide